ClC1=CC(=C(C=C1)C=1C=CC(=NC1)C1CN(C1)C(CC[C@H]1NC(OC1)=O)=O)S(=O)(=O)C (4R)-4-[3-[3-[5-(4-chloro-2-methylsulfonyl-phenyl)-2-pyridinyl]azetidin-1-yl]-3-oxo-propyl]oxazolidin-2-one